(S)-3-(5-(4-((1-(4-((3R,4S)-3-(3-fluoro-2-methylphenyl)-7-hydroxyisochroman-4-yl)phenyl)piperidin-4-yl)methyl)piperazin-1-yl)-1-oxoisoindolin-2-yl)piperidine-2,6-dione FC=1C(=C(C=CC1)[C@@H]1OCC2=CC(=CC=C2[C@@H]1C1=CC=C(C=C1)N1CCC(CC1)CN1CCN(CC1)C=1C=C2CN(C(C2=CC1)=O)[C@@H]1C(NC(CC1)=O)=O)O)C